(trans)-N-(3-hydroxy-2-methyl-4-carbonylpyridin-1(4H)-yl)-3-(4-methoxyphenyl)acrylamide OC1=C(N(C=CC1=C=O)NC(\C=C\C1=CC=C(C=C1)OC)=O)C